COC1=C(C=CC(=C1)S(N)(=O)=O)NCC#CC=1N(C2=CC=CC(=C2C1)NC1CC2(CN(C2)C(=O)OC(C)(C)C)C1)CC(F)(F)F tert-butyl 6-((2-(3-((2-methoxy-4-sulfamoylphenyl)amino)prop-1-yn-1-yl)-1-(2,2,2-trifluoroethyl)-1H-indol-4-yl)amino)-2-azaspiro[3.3]heptane-2-carboxylate